CC1=NC=C(C(=O)NCC2=CC=C(C=C2)NC(OCC2=CC=NC=C2)=O)C=C1 pyridin-4-ylmethyl (4-((6-methylnicotinamido)meth-yl)phenyl)carbamate